[4-(2-trifluoromethylbenzenesulfonylamino)-1-piperidinyl]Benzothiazole-6-carboxylic acid FC(C1=C(C=CC=C1)S(=O)(=O)NC1CCN(CC1)C=1SC2=C(N1)C=CC(=C2)C(=O)O)(F)F